1-(4-morpholin-4-ylphenyl)urea N1(CCOCC1)C1=CC=C(C=C1)NC(=O)N